C(N)(=O)[C@@H](C)NC1=C(C=NC(=C1)C1=CC=C2N1N=CC(=C2)C#N)C2=NN=C(S2)N2CC1CCC(C2)N1C(=O)OC(C)(C)C Tert-butyl 3-[5-(4-{[(1R)-1-carbamoylethyl]amino}-6-{3-cyanopyrrolo[1,2-b]pyridazin-7-yl}pyridin-3-yl)-1,3,4-thiadiazol-2-yl]-3,8-diazabicyclo[3.2.1]octane-8-carboxylate